4-Amino-2,5,6-trichloro-pyridine-3-carboxamide NC1=C(C(=NC(=C1Cl)Cl)Cl)C(=O)N